N=1ON=C2C1C=CC(=C2)NC(=O)C=2C=NN(C2C(F)(F)F)C2=CC=CN1C2=NC=CC1=O N-(benzo[c][1,2,5]oxadiazol-5-yl)-1-(4-oxo-4H-pyrido[1,2-a]pyrimidin-9-yl)-5-(trifluoromethyl)-1H-pyrazole-4-carboxamide